ClC1=C(N=NC=C1)O 4-Chloropyridazine-3-ol